(5RS)-3-[5-(3-chloro-2-fluorophenoxy)-3-methylpyridazin-4-yl]-5-(2,4-dimethylbenzyl)-5,6-dihydro-4H-1,2,4-oxadiazine ClC=1C(=C(OC=2C(=C(N=NC2)C)C2=NOC[C@H](N2)CC2=C(C=C(C=C2)C)C)C=CC1)F |r|